benzyl-2-chloro-3-hydroxy-3-(3-trifluoromethylphenyl)propanoic acid C(C1=CC=CC=C1)C(C(=O)O)(C(C1=CC(=CC=C1)C(F)(F)F)O)Cl